N-(2-((2-(dimeth-yl-amino)ethyl)-(methyl)amino)-5-((6-(3-(3'-fluoro-[1,1'-biphenyl]-3-yl)isoxazolidin-2-yl)pyrimidin-4-yl)amino)-4-meth-oxyphenyl)acryl-amide CN(CCN(C1=C(C=C(C(=C1)OC)NC1=NC=NC(=C1)N1OCCC1C=1C=C(C=CC1)C1=CC(=CC=C1)F)NC(C=C)=O)C)C